BrC=1C(=C(C(=C(C(=O)N)C1)Cl)C)CCCO bromo-2-chloro-(3-hydroxypropyl)-methylbenzamide